tert-Butyl (2R)-2-(2-(benzyloxy)-1-hydroxy-2-oxoethyl)morpholine-4-carboxylate C(C1=CC=CC=C1)OC(C(O)[C@H]1CN(CCO1)C(=O)OC(C)(C)C)=O